(R,Z)-5-(benzo[d]thiazol-6-ylmethylene)-2-(4-methyl-1-(prop-2-yn-1-yloxy)pentan-2-yl)-3,5-dihydro-4H-imidazol-4-one S1C=NC2=C1C=C(C=C2)\C=C/2\C(NC(=N2)[C@H](COCC#C)CC(C)C)=O